F[P-](F)(F)(F)(F)F.CN(C)C(=[N+](C)C)F N-((dimethylamino)fluoromethylene)-N-methylmethanaminium hexafluorophosphate